Cl.COC(=O)C=1C=NC=CC1 Pyridine-3-carboxylic acid methyl ester-hydrochloride